ethyl 6-(2,8-dimethylimidazo[1,2-b]pyridazin-6-yl)-8-fluoro-[1,2,4]triazolo[1,5-a]pyridine-2-carboxylate CC=1N=C2N(N=C(C=C2C)C=2C=C(C=3N(C2)N=C(N3)C(=O)OCC)F)C1